trans-1-(2-ethylcyclopropyl)-2-oxo-1,2-dihydropyridine-3-carboxylic acid C(C)[C@H]1[C@@H](C1)N1C(C(=CC=C1)C(=O)O)=O